NC1=C2C(=NC=N1)N(N=C2C2=CC=C(C=C2)OC2=CC=CC=C2)[C@H]2CN(CCC2)CC2CCN(CC2)C(=O)OC2=CC=C(C=C2)[N+](=O)[O-] 4-nitrophenyl (R)-4-((3-(4-amino-3-(4-phenoxyphenyl)-1H-pyrazolo(3,4-d)pyrimidin-1-yl)piperidin-1-yl)methyl)piperidine-1-carboxylate